1,2,3,4,5,6,7,8-octamethyl-9-fluorenone CC1=C(C(=C(C=2C3=C(C(=C(C(=C3C(C12)=O)C)C)C)C)C)C)C